C1C2=CC=3C(NC2C(CC1)=O)CCC=CC3 octahydro-4H-cyclohepta[b]quinolin-4-one